INDOLIN-6-YLBORONIC ACID N1CCC2=CC=C(C=C12)B(O)O